(S)- or (R)-2-Cyclopropyl-7-(2-cyclopropyl-benzyl)-5-[1-(2-fluoro-6-methyl-phenyl)-piperidin-4-yl]-4-methyl-2,4,5,7-tetrahydro-pyrazolo[3,4-d]pyrimidin-6-one C1(CC1)N1N=C2N(C(N([C@H](C2=C1)C)C1CCN(CC1)C1=C(C=CC=C1C)F)=O)CC1=C(C=CC=C1)C1CC1 |o1:9|